(3-chloro-4-fluorophenyl)(5-methyl-4-(methylsulfonyl)-1-((2-(trimethylsilyl)ethoxy)methyl)-1H-imidazol-2-yl)methanone ClC=1C=C(C=CC1F)C(=O)C=1N(C(=C(N1)S(=O)(=O)C)C)COCC[Si](C)(C)C